4-(3-ethynylphenylamino)-7-fluoro-6-nitroquinazoline C(#C)C=1C=C(C=CC1)NC1=NC=NC2=CC(=C(C=C12)[N+](=O)[O-])F